[Si](C)(C)(C(C)(C)C)O[C@H](C(=O)NC=1SC=C(C1C(=O)OC)Cl)C methyl (S)-2-(2-((tert-butyldimethylsilyl) oxy) propionamido)-4-chlorothiophene-3-carboxylate